BrC=1C=C2C=NN(C2=CC1OC)CC1=NOC(=C1)C 3-((5-Bromo-6-methoxy-1H-indazol-1-yl)methyl)-5-methylisoxazole